C(CC)C(C(C(=O)[O-])O)C(=O)[O-] 3-Propylmalate